ethyl 3-[tert-butoxycarbonyl-(3-methoxy-4-methyl-phenyl)carbamoyl]bicyclo[3.1.0]hexane-6-carboxylate C(C)(C)(C)OC(=O)N(C(=O)C1CC2C(C2C1)C(=O)OCC)C1=CC(=C(C=C1)C)OC